FC1=CC=CC=2N=COC21 7-fluoro-1,3-benzoxazole